C1(=CC=CC2=CC=CC=C12)C(=O)F 1-naphthoyl fluoride